N1(C=NC=C1)C1=NC(=CC(=N1)C(=O)NC1CCC(CC1)NC(OC(C)(C)C)=O)C tert-butyl ((1r,4r)-4-(2-(1H-imidazol-1-yl)-6-methyl-pyrimidine-4-carboxamido)cyclohexyl)carbamate